F[C@@H]1C[C@@H](CC1)CN1N=CC(=C1)C=1C=CC(=NC1C1=CC=C2C=CC=NC2=C1)C#N |o1:1,3| 5-(1-(((1R,3S) or (1S,3R)-3-fluorocyclopentyl)methyl)-1H-pyrazol-4-yl)-6-(quinolin-7-yl)picolinonitrile